N1=CN=CC2=CC=C3C(=C12)C=CN3 7H-pyrrolo[2,3-H]quinazoline